6-Chloro-5-nitro-pyridin-2-amine ClC1=C(C=CC(=N1)N)[N+](=O)[O-]